(difluoro(2-(((S)-1-oxo-1-((S)-2-((R)-2-phenylmorpholine-4-carbonyl)pyrrolidin-1-yl)-3-(m-tolyl)propan-2-yl)carbamoyl)benzo[b]thiophen-5-yl)methyl)phosphonic acid FC(C1=CC2=C(SC(=C2)C(N[C@H](C(N2[C@@H](CCC2)C(=O)N2C[C@H](OCC2)C2=CC=CC=C2)=O)CC=2C=C(C=CC2)C)=O)C=C1)(F)P(O)(O)=O